diethyl octamethyltetrasiloxane tert-Butyl (2R,4S)-2-[(2-chlorophenyl)carbamoyl]-4-hydroxypyrrolidine-1-carboxylate ClC1=C(C=CC=C1)NC(=O)[C@@H]1N(C[C@H](C1)O)C(=O)OC(C)(C)C.C(C)[Si](O[Si](O[Si](O[Si](C)(C)C)(C)C)(C)C)(C)CC